FC1=CC=CC=2C3=C(OC21)C=CC(=C3)[C@@H](C)NC3=CN=C(N(C3=O)CC(=O)OCC)C3=C(C=CC=C3)F Ethyl (R)-2-(5-((1-(6-fluorodibenzo[b,d]furan-2-yl)ethyl)amino)-2-(2-fluorophenyl)-6-oxo-pyrimidin-1(6H)-yl)acetate